N-cyano-N',N''-bis(hydroxymethyl)guanidine C(#N)NC(=NCO)NCO